CN(S(=O)(=O)C=1C=C(C=CC1C)C1=NN=C(C2=CC=CC=C12)NC1=CC=C(OCC(=O)N)C=C1)C 2-[4-({4-[3-(dimethylsulfamoyl)-4-methylphenyl]phthalazin-1-yl}amino)phenoxy]acetamide